CC=1C(=NC2=CC=CC=C2C1C(=O)[O-])N1CC(C(CC1)(F)F)(C)C methyl-(4,4-difluoro-3,3-dimethylpiperidin-1-yl)quinoline-4-carboxylate